[Si](C)(C)(C(C)(C)C)NS(=O)(=NC(NC=1C(=NC=C(C1C(C)C)F)C(C)C)=O)C=1SC(=CN1)C(C)(C)O N-(tert-butyldimethylsilyl)-N'-((5-fluoro-2,4-diisopropylpyridin-3-yl)carbamoyl)-5-(2-hydroxy-propan-2-yl)thiazole-2-sulfonimidamide